ClC1=CC=C(N=N1)NC(C=C)=O N-(6-chloropyridazin-3-yl)acrylamide